C1(CC1)C1=NC=NC(=C1C1=NC=C(C(=N1)NCC1=CC=C(C=C1)C=1N(C=C(N1)C(F)(F)F)C)CNS(=O)C(C)(C)C)OC N-((4'-cyclopropyl-6'-methoxy-4-((4-(1-methyl-4-(trifluoromethyl)-1H-imidazol-2-yl)benzyl)amino)-[2,5'-bipyrimidin]-5-yl)methyl)-2-methylpropan-2-sulfinamide